ClC1=CC(=C(C=C1)COC1=NC2=CC(=CC=C2C=C1)CC1=NC2=C(N1C[C@H]1OCC1)C=C(C=C2)C(=O)OC)F methyl 2-({2-[(4-chloro-2-fluorophenyl)methoxy]quinolin-7-yl}methyl)-1-{[(2S)-oxetan-2-yl]methyl}-1H-1,3-benzodiazole-6-carboxylate